C(C)(=O)N1CCN(CC1)C1=CC=C(C(=O)NC2=NNC3=NC(=CC=C32)NC3=C(C=CC=C3)F)C=C1 4-(4-Acetylpiperazin-1-yl)-N-(6-((2-fluorophenyl)amino)-1H-pyrazolo[3,4-b]pyridin-3-yl)benzamid